2-((4-Amino-5-(2-(pyridine-3-yl)ethyl)-4H-1,2,4-triazole-3-yl)thio)-N-(benzothiazole-2-yl)acetamide NN1C(=NN=C1CCC=1C=NC=CC1)SCC(=O)NC=1SC2=C(N1)C=CC=C2